FC=1C=CC(=C(C1)C(C)NC(=O)C=1C=C(C=NC1OC[2H])C1=CC=C2C(=NNC2=C1)C(=O)NC)C(F)(F)F 6-[5-({1-[5-fluoro-2-(trifluoro-methyl)phenyl]ethyl}carbamoyl)-6-(deutero)methoxypyridin-3-yl]-N-methyl-1H-indazole-3-carboxamide